CC=1C=NON1 4-methyl-1,2,5-oxadiazol